4,6-difluoroindole FC1=C2C=CNC2=CC(=C1)F